C12(CNCC2C1)C#CC1=NC2=CC=C(C=C2C(=N1)NC1=CC(=C(C=C1)OC1=CC=2N(C=C1)N=CN2)C)[N+](=O)[O-] [2-(3-azabicyclo[3.1.0]hexane-1-yl)ethynyl]-N-[3-methyl-4-([1,2,4]triazolo[1,5-a]pyridin-7-yloxy)-phenyl]-6-nitro-quinazolin-4-amine